NC1=C2C(=NC=N1)N(N=C2C2=CC=C(C=C2)OC2=CC=CC=C2)C2CCN(CC2)CCOCCOCCC2CCN(CC2)C=2C=C1C(N(C(C1=CC2)=O)C2C(NC(CC2)=O)=O)=O 5-(4-(2-(2-(2-(4-(4-amino-3-(4-phenoxyphenyl)-1H-pyrazolo[3,4-d]pyrimidin-1-yl)piperidin-1-yl)ethoxy)ethoxy)ethyl)piperidin-1-yl)-2-(2,6-dioxopiperidin-3-yl)isoindoline-1,3-dione